NC=1C2=C(N=CN1)N(C(=C2C2=CC=C(C=C2)OC2=NC=CC(=N2)C)C=2C=C1C[C@@H](CC1=CC2)NC(C=C)=O)C (R)-N-(5-(4-amino-7-methyl-5-(4-((4-methylpyrimidin-2-yl)oxy)phenyl)-7H-pyrrolo[2,3-d]pyrimidin-6-yl)-2,3-dihydro-1H-inden-2-yl)acrylamide